N-(3-((methylsulfonyl)methyl)phenyl)-7-vinylquinazolin-2-amine CS(=O)(=O)CC=1C=C(C=CC1)NC1=NC2=CC(=CC=C2C=N1)C=C